C(C(C)C)[C@@H]1C(N2C(N(O1)C(=O)C1CCN(CC1)C1=CC=CC=C1)CN(C([C@@H]2CC(C)C)=O)CCC(=O)N)=O 3-((3R,6S)-3,6-diisobutyl-4,7-dioxo-1-(1-phenylpiperidine-4-carbonyl)hexahydropyrazino[2,1-c][1,2,4]oxadiazin-8(1H)-yl)propanamide